C1(CC1)N1C=C(C=2N=C(N=CC21)SCC=2C(=CC(=C(C2)CC(=O)O)F)F)N2CC(C(C2)(F)F)(F)F 2-(5-(((5-cyclopropyl-7-(3,3,4,4-tetrafluoropyrrolidin-1-yl)-5H-pyrrolo[3,2-d]pyrimidin-2-yl)thio)methyl)-2,4-difluorophenyl)acetic acid